2-(methylphenylamino)ethanol CN(CCO)C1=CC=CC=C1